The molecule is a member of the class of aminopyrimidines that is 4-(1-methylindol-3-yl)pyrimidin-2-amine in which one of the amino hydrogens is replaced by a 2-methoxy-4-[2-(dimethylamino)ethyl](methyl)amino-5-acrylamidophenyl group. Used (as the mesylate salt) for treatment of EGFR T790M mutation positive non-small cell lung cancer. It has a role as an antineoplastic agent and an epidermal growth factor receptor antagonist. It is a member of indoles, an aminopyrimidine, a biaryl, a secondary amino compound, a tertiary amino compound, a monomethoxybenzene, a member of acrylamides, a substituted aniline and a secondary carboxamide. It is a conjugate base of an osimertinib(1+). CN1C=C(C2=CC=CC=C21)C3=NC(=NC=C3)NC4=C(C=C(C(=C4)NC(=O)C=C)N(C)CCN(C)C)OC